4-(4-((6-(methylsulfonyl)pyridin-3-yl)methoxy)phenyl)-N-((1-phenylpyrrolidin-3-yl)methyl)-1H-imidazole-1-carboxamide CS(=O)(=O)C1=CC=C(C=N1)COC1=CC=C(C=C1)C=1N=CN(C1)C(=O)NCC1CN(CC1)C1=CC=CC=C1